N-[8-chloro-7-fluoro-6-(4-methylpyridin-3-yl)isoquinolin-3-yl]-2-(1-methyl-1H-pyrazol-4-yl)-3-[(oxan-2-yloxy)methyl]Cyclopropane-1-carboxamide ClC=1C(=C(C=C2C=C(N=CC12)NC(=O)C1C(C1COC1OCCCC1)C=1C=NN(C1)C)C=1C=NC=CC1C)F